5-(2,3-Dihydro-1H-indol-4-yl)pyrazine-2-carbaldehyde N1CCC2=C(C=CC=C12)C=1N=CC(=NC1)C=O